ethanediamine diphenyl-diphosphate C1(=CC=CC=C1)OP(OC1=CC=CC=C1)(=O)OP(=O)(O)O.C(C)(N)N